1-(2,6-dimethoxyphenyl)-2-(1-ethyl-1H-pyrazol-3-yl)-6-hydroxy-5-{[4-(3-methylpyridin-4-yl)phenyl]methyl}-1,4-dihydropyrimidin-4-one COC1=C(C(=CC=C1)OC)N1C(=NC(C(=C1O)CC1=CC=C(C=C1)C1=C(C=NC=C1)C)=O)C1=NN(C=C1)CC